3-[[8-(benzylamino)-3-isopropyl-[1,2,4]triazolo[4,3-b]pyridazin-6-yl]amino]-N,N-dimethyl-propanamide C(C1=CC=CC=C1)NC=1C=2N(N=C(C1)NCCC(=O)N(C)C)C(=NN2)C(C)C